(2S,4S)-1-(4-(3-bromobenzyloxy)benzyl)-4-fluoropyrrolidine-2-carboxamide BrC=1C=C(COC2=CC=C(CN3[C@@H](C[C@@H](C3)F)C(=O)N)C=C2)C=CC1